N-(5-((2-(6-azaspiro[3.4]octan-6-yl)ethyl)carbamoyl)-2-methylpyridin-3-yl)-2-(1,5-dimethyl-1H-pyrazol-4-yl)pyrazolo[5,1-b]thiazole-7-carboxamide C1CCC12CN(CC2)CCNC(=O)C=2C=C(C(=NC2)C)NC(=O)C=2C=NN1C2SC(=C1)C=1C=NN(C1C)C